2-chloroethanamine hydrochloride Cl.ClCCN